O=N[C@@H]([C@@H](C)CC)C(=O)O.[Ca] |r| calcium racemic-ketoisoleucine